S1(C2=C(OC3(CN1)COC3)N=CC=C2)(=O)=O 2',3'-dihydrospiro[oxetane-3,4'-pyrido[2,3-b][1,4,5]oxathiazepine] 1',1'-dioxide